[(2-methylpyridin-4-yl)methyl]-1-(pyridin-3-yl)piperidin-3-amine CC1=NC=CC(=C1)CC1N(CCCC1N)C=1C=NC=CC1